7-chloro-6-(4-(3-methyltetrahydrofuran-3-yl)piperazin-1-yl)isoquinolin-3-amine dihydrochloride Cl.Cl.ClC1=C(C=C2C=C(N=CC2=C1)N)N1CCN(CC1)C1(COCC1)C